6-[3-(trifluoromethyl)phenoxy]pyridine FC(C=1C=C(OC2=CC=CC=N2)C=CC1)(F)F